C(C)C(C(=O)O)C1=CC=CC=C1.C1(=CC=CC=C1)CC(=O)OCC ethyl phenylacetate (ethyl phenyl acetate)